C(#N)[C@H]1N(CCC1)C(CNC(=O)C1=CC=NC2=CC=C(C=C12)[Sn](C)(C)C)=O (S)-N-(2-(2-cyanopyrrolidin-1-yl)-2-oxoethyl)-6-(trimethylstannyl)quinoline-4-carboxamide